CC1(OC2=C([C@@H]3C=C(CC[C@@H]13)C)C(=C(C(=C2)CCCC=C)C(=O)O)OC2O[C@@H]([C@H]([C@@H]([C@H]2CO)O)O)O)C (6aR,10aR)-6,6,9-trimethyl-3-(pent-4-en-1-yl)-1-{[(3R,4R,5S,6S)-4,5,6-trihydroxy-3-(hydroxymethyl)oxan-2-yl]oxy}-6H,6aH,7H,8H,10aH-benzo[c]isochromene-2-carboxylic acid